O=C1NC(CCC1N1C(C2=CC=CC(=C2C1=O)NC1CCN(CC1)CCOCCOCCNC([O-])=O)=O)=O [2-[2-[2-[4-[[2-(2,6-dioxo-3-piperidyl)-1,3-dioxo-isoindolin-4-yl]amino]-1-piperidyl]ethoxy]ethoxy]ethyl]carbamate